C(O)CN.C([C@H](O)[C@@H](O)C(=O)O)(=O)O L(+)-tartaric acid monoethanolamine salt